O1C(=CC=C1)C1=NC(=NC(=C1C#N)NCC1=CC(=CC=C1)C(F)(F)F)SC 4-(2-furyl)-2-methylsulfanyl-6-[[3-(trifluoromethyl)phenyl]methylamino]pyrimidine-5-carbonitrile